7-Bromo-N-(4-methoxybenzyl)-4-(1H-1,2,3-triazol-4-yl)thieno[3,2-d]pyrimidine-2-amine BrC1=CSC2=C1N=C(N=C2C=2N=NNC2)NCC2=CC=C(C=C2)OC